C1CCCC2=CC(=CC=C12)C1=C(C(=O)N)C=CC=C1 tetralin-6-yl-benzamide